2-(4-((5-chloro-4-((4-hydroxycyclohexyl)methoxy)pyrimidin-2-yl)amino)-3-methyl-1H-pyrazol-1-yl)-2-methylpropanenitrile ClC=1C(=NC(=NC1)NC=1C(=NN(C1)C(C#N)(C)C)C)OCC1CCC(CC1)O